(E)-3-((4-chloro-1-methyl-1H-pyrazol-5-yl)methyl)-2-(3-(1-(4-methoxybenzyl)-1H-1,2,3-triazol-4-yl)allyl)-1,1-dimethylisoindoline ClC=1C=NN(C1CC1N(C(C2=CC=CC=C12)(C)C)C\C=C\C=1N=NN(C1)CC1=CC=C(C=C1)OC)C